FC=1C(NC(N(C1)[C@H]1C[C@@H]([C@H](O1)[C@@H](C=C)O[P@@](=O)(OC1=CC=CC2=CC=CC=C12)N[C@@H](C)C(=O)OC(C)C)O)=O)=O isopropyl ((R)-(((R)-1-((2S,3S,5R)-5-(5-fluoro-2,4-dioxo-3,4-dihydropyrimidin-1(2H)-yl)-3-hydroxytetrahydrofuran-2-yl)allyl)oxy)(naphthalen-1-yloxy)phosphoryl)-L-alaninate